N1=CC(=CC=C1)CCCOC(=O)[C@H]1N(CCC1)C(C(C(CC)(C)C)=O)=O 3-pyridin-3-ylpropyl-(2S)-1-(3,3-dimethyl-2-oxo-pentanoyl)-pyrrolidine-2-carboxylate